COCCC(C)(C)SC(CC(=O)C1C(C=CCC1(C)C)C)C 3-(3-Methoxy-1,1-dimethyl-propyl)sulfanyl-1-(2,6,6-trimethylcyclohex-3-en-1-yl)butan-1-one